[C@H]12CC(C[C@H](CC1)N2)OC2=CC=C(N=N2)C2=C(C=C(C=C2)C=2C=NNC2)O 2-(6-(((1R,3S,5S)-8-azabicyclo[3.2.1]octan-3-yl)oxy)pyridazin-3-yl)-5-(1H-pyrazol-4-yl)phenol